2-hydroxybutane-1,2,3-tricarboxylic acid OC(CC(=O)O)(C(C)C(=O)O)C(=O)O